4-(5-{[(5-Chlorothiophen-2-yl)methyl]sulfanyl}-1-(furan-2-carbonyl)-4-methoxy-1H-pyrazol-3-yl)-5-methylpyrrolidin-3-on ClC1=CC=C(S1)CSC1=C(C(=NN1C(=O)C=1OC=CC1)C1C(CNC1C)=O)OC